1-Cyclopentyl-7-(6-isopropoxypyridin-3-yl)-3-methyl-8-(1-methyl-1H-indazol-5-yl)-3,6-dihydroimidazo[4,5-d]pyrrolo[2,3-b]pyridin-2(1H)-on C1(CCCC1)N1C(N(C=2C1=C1C(=NC2)NC(=C1C=1C=C2C=NN(C2=CC1)C)C=1C=NC(=CC1)OC(C)C)C)=O